5-chloro-4-[3-(hydroxymethyl)-1-piperidinyl]-2-(4-pyridinyl)-1H-pyrimidin-6-one ClC1=C(N=C(NC1=O)C1=CC=NC=C1)N1CC(CCC1)CO